(S)-1-cyano-N-methyl-N-(4-(4-(methylcarbamoyl)phenyl)thiazol-2-yl)pyrrolidine-2-carboxamide C(#N)N1[C@@H](CCC1)C(=O)N(C=1SC=C(N1)C1=CC=C(C=C1)C(NC)=O)C